((methyl ((3'-methyl-6-((methyl((pivaloyloxy) methoxy)phosphoryl)oxy)-4-pentyl-[1,1'-biphenyl]-2-yl)oxy)phosphoryl)oxy)methyl pivalate C(C(C)(C)C)(=O)OCOP(=O)(OC1=C(C(=CC(=C1)CCCCC)OP(=O)(OCOC(C(C)(C)C)=O)C)C1=CC(=CC=C1)C)C